trans-tert-Butyl 1-((3-((cyclopropylmethyl)amino)-5-(4-hydroxycyclohexyl)-6-oxo-5,6-dihydropyrimido[4,5-c]isoquinolin-8-yl)methyl)piperidine-4-carboxylate C1(CC1)CNC=1N=CC2=C(N(C(C=3C=C(C=CC23)CN2CCC(CC2)C(=O)OC(C)(C)C)=O)[C@@H]2CC[C@H](CC2)O)N1